C(C)OC(CC1CCC(CC1)C1=CC(=NC=C1)C)=O 2-(4-(2-methylpyridin-4-yl)cyclohexyl)acetic acid ethyl ester